1,4-piperidinedicarboxylic Acid N1(CCC(CC1)C(=O)O)C(=O)O